1-[(4-methoxyphenyl)methyl]-N3-(6-spiro[2H-benzofuran-3,1'-cyclopropane]-4-yloxy-3-pyridinyl)pyrazole-3,4-diamine COC1=CC=C(C=C1)CN1N=C(C(=C1)N)NC=1C=NC(=CC1)OC1=CC=CC2=C1C1(CC1)CO2